O[C@]12[C@@H](C[C@H]3[C@@H]4CC[C@H]([C@@H](CCCC(C)C)C)[C@]4(CC[C@@H]3[C@]2(CCCC1)C)C)NCCC=1N=CNC1 5α-hydroxy-6β-[2-(1H-imidazol-4-yl)-ethylamino]-cholestan